tert-butyl N-[(7R)-3-cyclopropyl-5-[(3,3-difluorocyclobutyl)sulfamoyl]-7,8-dihydro-6H-cyclopenta[g]isoquinolin-7-yl]carbamate C1(CC1)C=1N=CC2=CC3=C(C(=C2C1)S(NC1CC(C1)(F)F)(=O)=O)C[C@@H](C3)NC(OC(C)(C)C)=O